C(C)(C)(C)OC(=O)N1C(C(CC1)N(C)C1=NC(=NC2=C(C(=C(C=C12)Cl)Br)I)Cl)C tert-butyl-3-((7-bromo-2,6-dichloro-8-iodoquinazolin-4-yl)(methyl)amino)-2-methylpyrrolidine-1-carboxylate